2-(7-fluoro-3-oxo-6-(perfluorophenyl)spiro[benzo[b][1,4]oxazine-2,1'-cyclopropan]-4(3H)-yl)acetic acid FC=1C(=CC2=C(OC3(CC3)C(N2CC(=O)O)=O)C1)C1=C(C(=C(C(=C1F)F)F)F)F